Decyl ((S)-(perfluorophenoxy)(phenoxy)phosphoryl)-L-phenylalaninate FC1=C(O[P@@](=O)(OC2=CC=CC=C2)N[C@@H](CC2=CC=CC=C2)C(=O)OCCCCCCCCCC)C(=C(C(=C1F)F)F)F